O.C1(=C(C=CC=C1)B(O)O)C1=CC=CC=C1 BIPHENYL-2-YLBORONIC ACID HYDRATE